ClC1=NC=2N(CC(NC2C=N1)=O)CC1=CC=C(C=C1)OC 2-chloro-8-(4-methoxybenzyl)-7,8-dihydropteridin-6(5H)-one